4-(2-fluorophenethyl)-8-(2-(trifluoromethoxy)phenyl)-3,4-dihydrobenzo[f][1,4]oxazepin-5(2H)-one FC1=C(CCN2CCOC3=C(C2=O)C=CC(=C3)C3=C(C=CC=C3)OC(F)(F)F)C=CC=C1